BrC=1C(=C(C=CC1)C(CC(=O)Cl)C(F)(F)F)F 3-(3-bromo-2-fluorophenyl)-4,4,4-trifluorobutanoyl chloride